Cl.Cl.C(C)[C@H]1OC2=C(C=CC=3C=CC=NC23)CNC1 (R)-2-ethyl-2,3,4,5-tetrahydro-[1,4]oxazepino[6,7-h]quinoline dihydrochloride